4-(2-carboxybenzyl)-2-(1-naphthyl)-1,2,4-thiadiazole-3,5-dione C(=O)(O)C1=C(CN2C(N(SC2=O)C2=CC=CC3=CC=CC=C23)=O)C=CC=C1